FC(OC1=CC=C(C=C1)N1N=C(C(=C1)C=1CCN(CC1)C(=O)OC(C)(C)C)C(F)(F)F)(F)F tert-butyl 4-[1-[4-(trifluoromethoxy)phenyl]-3-(trifluoromethyl)pyrazol-4-yl]-3,6-dihydro-2H-pyridine-1-carboxylate